7-(2-hydroxy-2-methylpropoxy)-2-(4-methoxyphenyl)[1,2,4]triazolo[1,5-c]quinazolin OC(COC1=CC=CC=2C=3N(C=NC12)N=C(N3)C3=CC=C(C=C3)OC)(C)C